CC(C)(COP(=O)(O)O)[C@H](C(=O)NCCC(=O)N[C@@H](CS)C(=O)O)O N-[(R)-4-Phosphopantothenoyl]-L-cysteine